(R)-2-methyl-N-(1-(9-methyl-5-(piperidin-1-yl)-[1,2,4]triazolo[1,5-c]quinazolin-7-yl)ethylidene)propane-2-sulfinamide CC(C)(C)[S@@](=O)N=C(C)C1=CC(=CC=2C=3N(C(=NC12)N1CCCCC1)N=CN3)C